palladium(II) phenethylamine chloride [Cl-].C(CC1=CC=CC=C1)N.[Pd+2].[Cl-]